BrC1=C(C=C2CCN3C(C2=C1)=C(N=C3C(=O)N[C@@](C)(CC(F)(F)F)C#N)C3CC(C3)(F)F)OC (S)-9-bromo-N-(2-cyano-4,4,4-trifluorobutan-2-yl)-1-(3,3-difluorocyclobutyl)-8-methoxy-5,6-dihydroimidazo[5,1-a]isoquinoline-3-carboxamide